FC(CC=1C=C(OC2=C(C(=NN2C)C(F)F)C(=O)N[C@@H](C)C2=CC=C(C(=O)OC)C=C2)C=CC1)F methyl (S)-4-(1-(5-(3-(2,2-difluoroethyl)phenoxy)-3-(difluoromethyl)-1-methyl-1H-pyrazole-4-carboxamido)ethyl)benzoate